3-(4-(3,5-dimethyl-1H-pyrazol-4-yl)piperazin-1-yl)-2-fluorobenzoic acid CC1=NNC(=C1N1CCN(CC1)C=1C(=C(C(=O)O)C=CC1)F)C